[N+](=O)([O-])[Zn]([N+](=O)[O-])([N+](=O)[O-])[N+](=O)[O-] tetranitrozinc